COC([C@H](CC1=C2C=CC=NC2=C(C=C1)NC(NC=1C(=NC=CN1)C(=O)OC)=O)NC(C1=CC=CC=C1)(C1=CC=CC=C1)C1=CC=CC=C1)=O methyl (S)-3-(3-(5-(3-methoxy-3-oxo-2-(tritylamino)propyl)quinolin-8-yl)ureido)pyrazine-2-carboxylate